O=C1NC(CCC1N1C(N(C2=C1C=CC=C2N2CCC(CC2)N(CCCNC(OC(C)(C)C)=O)C)C)=O)=O tert-butyl N-[3-[[1-[1-(2,6-dioxo-3-piperidyl)-3-methyl-2-oxo-benzimidazol-4-yl]-4-piperidyl]-methyl-amino]propyl]carbamate